ethyl 3-(4-bromophenyl)-1-(3-((tert-butyldiphenylsilyl)oxy)cyclopentanyl)-4-iodo-1H-pyrazole-5-carboxylate BrC1=CC=C(C=C1)C1=NN(C(=C1I)C(=O)OCC)C1CC(CC1)O[Si](C1=CC=CC=C1)(C1=CC=CC=C1)C(C)(C)C